CC([C@@H](C(=O)OCC1=CC=CC=C1)N1C(N(CC1)C)=O)C benzyl (2S)-3-methyl-2-(3-methyl-2-oxo-imidazolidin-1-yl)butanoate